(S)-1-(3-(4-(2-(2,6-Dimethylphenyl)-3-methylimidazo[2,1-f][1,6]naphthyridin-9-yl)-1H-pyrazol-1-yl)pyrrolidin-1-yl)-2-hydroxyethan-1-one CC1=C(C(=CC=C1)C)C=1N=C2C=3C=C(C=NC3C=CN2C1C)C=1C=NN(C1)[C@@H]1CN(CC1)C(CO)=O